4-(dimethylamino)-phenylmethylamine CN(C1=CC=C(C=C1)CN)C